propionylpiperidine-4-carboxamide C(CC)(=O)N1CCC(CC1)C(=O)N